ClC1=NC(=NC2=CC=C(C=C12)C(F)(F)F)NC1=C(C=CC(=C1)[N+](=O)[O-])F 4-chloro-N-(2-fluoro-5-nitrophenyl)-6-(trifluoromethyl)quinazolin-2-amine